COC1=C(C=CC=C1)C(C(=O)N)C1=NC=CC(=C1)C(F)(F)F 2-(2-methoxyphenyl)-2-(4-(trifluoromethyl)pyridin-2-yl)acetamide